N,N-bis(2-methoxyethyl)-1,3-propylenediamine COCCN(CCCN)CCOC